1-(2-naphthyl)-3-phenylhept-6-en-1-yn-3-ol C1=C(C=CC2=CC=CC=C12)C#CC(CCC=C)(O)C1=CC=CC=C1